CN1C(C2=CC=C(C=C2C=C1)C=1C=C2C=C(N=CC2=CC1)C(=O)N1CCCCC1)=O 2-methyl-3'-(1-piperidinylcarbonyl)[6,6'-biisoquinolin]-1(2H)-one